2-amino-5-(4-fluorophenyl)-3-furonitrile NC=1OC(=CC1C#N)C1=CC=C(C=C1)F